tert-butyl (S)-1-(((R)-tert-butylsulfinyl)amino)-6-(3-(methylamino)-3-oxoprop-1-yn-1-yl)-1,3-dihydrospiro[indene-2,4'-piperidine]-1'-carboxylate C(C)(C)(C)[S@@](=O)N[C@@H]1C2=CC(=CC=C2CC12CCN(CC2)C(=O)OC(C)(C)C)C#CC(=O)NC